1-(4-(chloromethyl)-3-methoxyphenyl)-5-methyl-3-(trifluoromethyl)-1H-pyrazole ClCC1=C(C=C(C=C1)N1N=C(C=C1C)C(F)(F)F)OC